ethyl-isopropyl-acrylamide methyl-4-[3-[4-(4-bromophenyl)piperazin-1-yl]-2-hydroxy-propyl]-2-cyano-benzoate COC(C1=C(C=C(C=C1)CC(CN1CCN(CC1)C1=CC=C(C=C1)Br)O)C#N)=O.C(C)C=C(C(=O)N)C(C)C